N-(4-((4-([1,2,4]triazolo[4,3-c]pyrimidin-7-yloxy)-3-chlorophenyl)amino)quinazolin-6-yl)-3-(1-methylpyrrolidin-2-yl)acrylamide N=1N=CN2C=NC(=CC21)OC2=C(C=C(C=C2)NC2=NC=NC1=CC=C(C=C21)NC(C=CC2N(CCC2)C)=O)Cl